NN1C(=NC(=C1C(=O)N)C1=CC=C(C=C1)C(NC1=NC=CC=C1)=O)[C@H]1N(CCC1)C(C=C(C)C)=O (S)-1-Amino-2-(1-(3-methylbut-2-enoyl)pyrrolidin-2-yl)-4-(4-(pyridin-2-ylcarbamoyl)phenyl)-1H-imidazol-5-carboxamid